C(=O)O.NCC1=CC=C(NC2=C3C(=NC(=C2)OC=2C(=CC(=NC2)C#N)C)N(C=N3)C)C=C1 5-[7-[4-(aminomethyl)anilino]-3-methyl-imidazo[4,5-b]pyridin-5-yl]oxy-4-methyl-pyridine-2-carbonitrile formate